4-((4-(3-((6-chloropyridin-2-yl)oxy)propoxy)-5-fluoropyridin-2-yl)ethynyl)-N1-methyl-2,7-naphthyridine-1,6-diamine ClC1=CC=CC(=N1)OCCCOC1=CC(=NC=C1F)C#CC1=CN=C(C2=CN=C(C=C12)N)NC